2-fluoro-4-isocyanato-1-(trifluoromethoxy)benzene FC1=C(C=CC(=C1)N=C=O)OC(F)(F)F